1-(4-((5-Chlorothiobenzene-2-yl)(cyano)methylene)piperidine-1-carbonyl)piperidine-4-sulfonamide ClSC=1C=CC(=CC1)C(=C1CCN(CC1)C(=O)N1CCC(CC1)S(=O)(=O)N)C#N